N1C=CC2=C(C=CC=C12)C(C)=O 1-(1H-indol-4-yl)ethan-1-one